6'-(((1s,3s)-3-aminocyclopentyl)amino)-2H-[1,3'-bipyridin]-2-one hydrochloride Cl.N[C@@H]1C[C@H](CC1)NC1=CC=C(C=N1)N1C(C=CC=C1)=O